C(C)(C)(C)NS(=O)(=O)C=1C=C(C=C(C1)F)NC(=O)C1=NC=C(N=C1N1CCC2(CC2)CC1)NC(CO)(C)C N-(3-(N-(tert-butyl)sulfamoyl)-5-fluorophenyl)-5-((1-hydroxy-2-methylpropan-2-yl)amino)-3-(6-azaspiro[2.5]octan-6-yl)pyrazine-2-carboxamide